(R)-4-(5-(5-(1-(1H-pyrrolo[2,3-b]pyridin-4-yl)ethoxy)-1H-indazol-3-yl)pyridin-2-yl)morpholine N1C=CC=2C1=NC=CC2[C@@H](C)OC=2C=C1C(=NNC1=CC2)C=2C=CC(=NC2)N2CCOCC2